C(CCC)N1C(CCC1)=O N-butyl-2-Pyrrolidone